N-[2-[(1R,5S,6S)-6-[2-(4-amino-7-methyl-5-[4-[(6-methylpyridin-2-yl)oxy]phenyl]-7H-pyrrolo[2,3-d]pyrimidin-6-yl)ethynyl]-3-azabicyclo[3.1.0]hexan-3-yl]-2-oxoethyl]prop-2-enamide NC=1C2=C(N=CN1)N(C(=C2C2=CC=C(C=C2)OC2=NC(=CC=C2)C)C#CC2[C@@H]1CN(C[C@H]21)C(CNC(C=C)=O)=O)C